BrCCCCCCCCCCCCCCCCCCCCCCC=C 24-bromotetracosene